((1S,4R,6R)-6-((5-bromopyridin-2-yl)oxy)-2-azabicyclo[2.2.1]heptan-2-yl)(4-fluoro-2-(2H-1,2,3-triazol-2-yl)phenyl)methanone BrC=1C=CC(=NC1)O[C@@H]1C[C@@H]2CN([C@H]1C2)C(=O)C2=C(C=C(C=C2)F)N2N=CC=N2